TMS-propyne [Si](C)(C)(C)C#CC